O[C@@H]1[C@H](C[C@@H]2N(C([C@H](C1)NC([C@H](C)NC)=O)=O)[C@@H](CC2)C(=O)N[C@@H]2CCCC1=CC=CC=C21)C (3S,6S,8S,9S,10aR)-8-hydroxy-9-methyl-6-((S)-2-(methylamino)propanamido)-5-oxo-N-((R)-1,2,3,4-tetrahydronaphthalen-1-yl)decahydropyrrolo[1,2-a]azocine-3-carboxamide